[5-[[1-[2-(aminomethyl)-3,3-difluoro-allyl]-5-oxo-1,2,4-triazol-4-yl]methyl]-2-thienyl]-N-methyl-benzamide trifluoroacetate salt FC(C(=O)O)(F)F.NCC(CN1N=CN(C1=O)CC1=CC=C(S1)C1=C(C(=O)NC)C=CC=C1)=C(F)F